FC=1C=C(CC=2C=C3C(=CN2)NN=C3NC(C3=C(C=C(C=C3)N3C2CN(C(C3)C2)C)NC2CCOCC2)=O)C=C(C1)F N-(5-(3,5-difluorobenzyl)-1H-pyrazolo[3,4-c]pyridin-3-yl)-4-(5-methyl-2,5-diazabicyclo[2.2.1]hept-2-yl)-2-((tetrahydro-2H-pyran-4-yl)amino)benzamide